4-Methoxy-N-[(1S)-5,5,5-trifluoro-4,4-dimethyl-1-[7-[[(3R*,5S)-2-oxo-5-(trifluoromethyl)pyrrolidin-3-yl]methyl]imidazo[1,2-b]pyridazin-2-yl]pentyl]-1,2,5-oxadiazole-3-carboxamide COC=1C(=NON1)C(=O)N[C@@H](CCC(C(F)(F)F)(C)C)C=1N=C2N(N=CC(=C2)C[C@H]2C(N[C@@H](C2)C(F)(F)F)=O)C1 |o1:29|